5-((1-(cyclopropylcarbamoyl)azetidin-3-yl)methoxy)-N-methyl-7-(trifluoromethyl)thieno[3,2-b]pyridine-3-carboxamide C1(CC1)NC(=O)N1CC(C1)COC1=CC(=C2C(=N1)C(=CS2)C(=O)NC)C(F)(F)F